FC=1C=C(C=C(C1)COC1=CC=NC2=CC(=CC=C12)OC)[SH2](=O)C=N (S)-(3-fluoro-5-{[(7-methoxyquinolin-4-yl)oxy]methyl}phenyl)(imino)methyl-λ6-sulfanone